4-Nitrophenyl-sulfonamide [N+](=O)([O-])C1=CC=C(C=C1)S(=O)(=O)N